[(2,4-dimethoxyphenyl)methyl]-N-methyl(3-benzyl-5-chloro-2-{[2-(trimethylsilyl)-ethoxy]methyl}-2H-1,2,4,6-tetraazainden-7-yl)amine COC1=C(C=CC(=C1)OC)CN(C)C1=NC(=NC2=C(N(N=C12)COCC[Si](C)(C)C)CC1=CC=CC=C1)Cl